(1-methyl-1H-1,2,4-triazol-3-yl)methyl (1-((3-fluorophenyl)carbamoyl)-2-methyl-2,4,5,6-tetrahydrocyclopenta[c]pyrrol-4-yl)carbamate FC=1C=C(C=CC1)NC(=O)C=1N(C=C2C1CCC2NC(OCC2=NN(C=N2)C)=O)C